(2R)-2-Methyl-2,7-dipropyl-3,4-dihydrochromen-5-ol C[C@@]1(OC=2C=C(C=C(C2CC1)O)CCC)CCC